C(C)OC1=CC=C(N)C=C1 para-eth-oxyaniline